2-[2-(2-methoxyethoxy)ethoxy]ethanol hydrate O.COCCOCCOCCO